(S)-2-(benzylamino)-9-(5,6,7,8-tetrahydro-1,8-naphthyridin-2-yl)nonanoic acid C(C1=CC=CC=C1)N[C@H](C(=O)O)CCCCCCCC1=NC=2NCCCC2C=C1